(2S,11aS)-8-hydroxy-2,7-dimethoxy-1,2,3,10,11,11a-hexahydro-5H-benzo[e]pyrrolo[1,2-a][1,4]diazepin-5-one OC=1C(=CC2=C(NC[C@H]3N(C2=O)C[C@H](C3)OC)C1)OC